2-amino-5-methoxy-benzoic acid NC1=C(C(=O)O)C=C(C=C1)OC